(E)-2-((2S,3S,12bS)-3-ethyl-8-methoxy-1,2,3,4,6,7,12,12b-octahydroindolo[2,3-a]quinolizin-2-yl)-3-methoxy-1-morpholinoprop-2-en-1-one C(C)[C@@H]1CN2CCC3=C([C@@H]2C[C@@H]1/C(/C(=O)N1CCOCC1)=C\OC)NC1=CC=CC(=C13)OC